rac-(R)-2-amino-3-methoxy-N-((R)-2-((1R,2S)-2-phenylcyclopropyl)-1-(4,4,5,5-tetramethyl-1,3,2-dioxaborolan-2-yl)ethyl)propanamide hydrochloride Cl.N[C@@H](C(=O)N[C@@H](C[C@@H]1[C@H](C1)C1=CC=CC=C1)B1OC(C(O1)(C)C)(C)C)COC |&1:2|